COC=1C=CC=C2C(=CNC12)/C=C/C(=O)NCCC1=C(C=CC=C1)C1=NC=CC=N1 (E)-3-(7-methoxy-1H-indol-3-yl)-N-[2-(2-pyrimidin-2-ylphenyl)ethyl]prop-2-enamide